4-[(3,4-difluorophenyl)amino]-6-[(1H-indol-6-yl)amino]pyridine-2-carbonitrile FC=1C=C(C=CC1F)NC1=CC(=NC(=C1)NC1=CC=C2C=CNC2=C1)C#N